Br(=O)(=O)[O-].[Fe+2].Br(=O)(=O)[O-] Ferrous bromate